CO[C@@]1(COCC1)C1=CC(=CC(=N1)C=1C=C(N2C=NC(=CC21)C(=O)OCC)C([2H])([2H])[2H])C ethyl (R)-5-(6-(3-methoxytetrahydrofuran-3-yl)-4-methylpyridin-2-yl)-7-(methyl-d3)pyrrolo[1,2-c]pyrimidine-3-carboxylate